rac-(4R,5R)-4,7-dicyclopropyl-6-oxo-1-(tetrahydro-2H-pyran-4-yl)-5-(3-(trifluoromethyl)benzamido)-4,5,6,7-tetrahydro-1H-pyrazolo[3,4-b]pyridine-3-carboxylic acid C1(CC1)[C@@H]1C2=C(N(C([C@@H]1NC(C1=CC(=CC=C1)C(F)(F)F)=O)=O)C1CC1)N(N=C2C(=O)O)C2CCOCC2 |r|